C(C=C)(=O)OCC[NH+](C)C acryloyloxyethyl-dimethyl-ammonium